C(=O)(O)CN1CCCN(CCCN(CCC1)CC(=O)O)CC1=[N+](C=CC2=CC=CC=C12)[O-] 1-((5,9-bis(carboxymethyl)-1,5,9-triazacyclododecan-1-yl)methyl)isoquinoline 2-oxide